2-(3-{2-amino-6-[1-(2-morpholinoacetyl)-1,2,3,6-tetrahydropyridin-4-yl]-7H-pyrrolo[2,3-d]pyrimidin-4-yl}-2-(hydroxymethyl)phenyl)-6-cyclopropyl-8-fluoroisoquinolin-1(2H)-one NC=1N=C(C2=C(N1)NC(=C2)C=2CCN(CC2)C(CN2CCOCC2)=O)C=2C(=C(C=CC2)N2C(C1=C(C=C(C=C1C=C2)C2CC2)F)=O)CO